(4R,5S)-1-(3-chlorophenyl)-3-(isoquinolin-4-yl)-5-methyl-2-oxoimidazolidine-4-carbonitrile ClC=1C=C(C=CC1)N1C(N([C@H]([C@@H]1C)C#N)C1=CN=CC2=CC=CC=C12)=O